[Ni].[Mn] manganese-nickel salt